C1(CC1)C1=C(C(=C2CCCC2=C1)NC(=O)N=[S@](=O)(N)C=1SC=C(C1)C(C)(C)O)C |o1:16| (R) or (S)-N'-((6-cyclopropyl-5-methyl-2,3-dihydro-1H-inden-4-yl)carbamoyl)-4-(2-hydroxypropan-2-yl)thiophene-2-sulfonimidamide